C(C)(=O)N1CCC(CC1)(C)NC(OCC1=CC=CC=C1)=O Benzyl (1-acetyl-4-methylpiperidin-4-yl)carbamate